tert-butyl 1-azido-11-((2-(2-(2-azidoethoxy)ethoxy)ethoxy)methyl)-11-methyl-3,6,9,13-tetraoxapentadecan-15-oate N(=[N+]=[N-])CCOCCOCCOCC(COCC(=O)OC(C)(C)C)(C)COCCOCCOCCN=[N+]=[N-]